BrC1=CC=C(C=C1)C12C(N(C(C2C1)=C)C1=CC=CC=C1)=O 1-(4-bromophenyl)-4-methylene-3-phenyl-3-azabicyclo[3.1.0]hexane-2-one